4-[1-(4-amino-3-methyl-1H-pyrazolo[3,4-d]pyrimidin-1-yl)ethyl]-6-chloro-3-methoxy-2-[1-(methylsulfonyl)azetidin-3-yl]benzonitrile NC1=C2C(=NC=N1)N(N=C2C)C(C)C2=C(C(=C(C#N)C(=C2)Cl)C2CN(C2)S(=O)(=O)C)OC